ClC1=C(C(=O)NC2=C(C=C(C(=C2)C=2C=NC(=NC2)N2CCOCC2)F)N2C[C@H](N([C@H](C2)C)C)C)C=CC(=C1)F |r| 2-chloro-4-fluoro-N-[4-fluoro-5-(2-morpholin-4-ylpyrimidin-5-yl)-2-[rac-(3R,5S)-3,4,5-trimethylpiperazin-1-yl]phenyl]benzamide